ClC1=C(C=CC=C1NC(=O)C=1N(C2=C(CN(CC2)C)N1)C)C1=C(C(=CC=C1)N(C(=O)C1=NC=C(C(=C1)OC)C(=C)C)C)C N-(2-chloro-3'-(4-methoxy-5-(prop-1-en-2-yl)methylpyridinoylamino)-2'-methyl-[1,1'-biphenyl]-3-yl)-1,5-dimethyl-4,5,6,7-tetrahydro-1H-imidazo[4,5-c]pyridine-2-carboxamide